3-[[(2S)-2-chloro-2-fluoro-acetyl]-[[(2S)-4-methyl-2-[[(E)-3-phenylprop-2-enoyl]amino]pentanoyl]amino]amino]propanamide Cl[C@@H](C(=O)N(CCC(=O)N)NC([C@H](CC(C)C)NC(\C=C\C1=CC=CC=C1)=O)=O)F